ClC=1C=NC(=C(C(=O)NC2CCC(CC2)CN2C(N(C3=C2C=CC=C3)C=3C=NC(=CC3)N3C(NCC3)=O)=O)C1)C(F)F 5-chloro-2-(difluoromethyl)-N-((1r,4r)-4-((2-oxo-3-(6-(2-oxoimidazolidin-1-yl)pyridin-3-yl)-2,3-dihydro-1H-benzo[d]imidazol-1-yl)methyl)cyclohexyl)nicotinamide